ClC=1C=CC(=C(C(=O)O)C1)NC1=C(C=NC2=CC=C(C=C12)Cl)C=1CCOCC1 5-chloro-2-[[6-chloro-3-(3,6-dihydro-2H-pyran-4-yl)-4-quinolyl]amino]benzoic acid